C(C)C(CC1CC(CCC1)CC(CCCC)CC)CCCC 1,3-di-(2-ethylhexyl)cyclohexane